3-phenyl-1H-pyrazol-5(4H)-one C1(=CC=CC=C1)C1=NNC(C1)=O